ClC1=CC=C(C=C1)[C@H]1N(C(C2=NNC(=C21)C2=C(C=CC(=C2)F)O)=O)C2CCOCC2 (R)-4-(4-chlorophenyl)-3-(5-fluoro-2-hydroxyphenyl)-5-(tetrahydro-2H-pyran-4-yl)-4,5-dihydropyrrolo[3,4-c]pyrazol-6(2H)-one